OCCN1CCN(CC1)CCNC=C1C(C(C(CC1=O)C1=C2C=CNC2=CC=C1)C(=O)OCC)=O ethyl 3-(((2-(4-(2-hydroxyethyl) piperazin-1-yl)ethyl)amino) methylene)-6-(1H-indol-4-yl)-2,4-dioxocyclohexane-1-carboxylate